4'-Bromo-1,1'-biphenyl BrC1=CC=C(C=C1)C1=CC=CC=C1